(2R,4S)-tert-butyl 4-(4-((diphenylmethylene)amino)-3-((trimethylsilyl)ethynyl)-1H-pyrrolo[3,2-c]pyridin-1-yl)-2-(methoxymethyl)pyrrolidine-1-carboxylate C1(=CC=CC=C1)C(C1=CC=CC=C1)=NC1=NC=CC2=C1C(=CN2[C@H]2C[C@@H](N(C2)C(=O)OC(C)(C)C)COC)C#C[Si](C)(C)C